C(C)OC[C@]1(CN(CC1)C(=O)OC(C)(C)C)CO tert-butyl (R)-3-(ethoxymethyl)-3-(hydroxymethyl)pyrrolidine-1-carboxylate